(1H-pyrazol-4-yl)-N-(3-(pyridin-2-yl)-1-(tetrahydro-2H-pyran-4-yl)-1H-pyrazol-4-yl)picolinamide N1N=CC(=C1)C=1C(=NC=CC1)C(=O)NC=1C(=NN(C1)C1CCOCC1)C1=NC=CC=C1